C(C(C)C)N1CCC(CC1)C#CC1=NC=CC(=C1)C1=CN(C2=CN=CC=C21)C2CCOCC2 3-(2-((1-isobutylpiperidin-4-yl)ethynyl)pyridin-4-yl)-1-(tetrahydro-2H-pyran-4-yl)-1H-pyrrolo[2,3-c]pyridine